Benzyl {3-[(5-{[3,4,6-tri-O-acetyl-2-(acetylamino)-2-deoxy-β-D-galactopyranosyl]oxy}pentanoyl)amino]propyl}carbamate C(C)(=O)O[C@@H]1[C@H]([C@@H](O[C@@H]([C@@H]1OC(C)=O)COC(C)=O)OCCCCC(=O)NCCCNC(OCC1=CC=CC=C1)=O)NC(C)=O